C(C)(=O)N1CCC(CC1)C1=CC2=C(N=CN=C2N[C@H](C)C2=CC(=C3C=CN(C3=C2)COCC[Si](C)(C)C)C(F)F)N(C1=O)C 6-(1-acetyl-4-piperidyl)-4-[[(1R)-1-[4-(difluoromethyl)-1-(2-trimethylsilylethoxymethyl)indol-6-yl]ethyl]amino]-8-methyl-pyrido[2,3-d]pyrimidin-7-one